O=C1N(CCC1)CCCN(C1=CC=C(C=N1)C1=NC=2N(C(N(C(C2N1)=O)C1CC1)=O)CCC)C(=O)C=1C=NC(=CC1)F 8-(6-{[3-(2-Oxo-1-pyrrolidinyl)propyl](6-fluoro-3-pyridyl)carbonylamino}-3-pyridyl)-1-cyclopropyl-3-propylxanthine